NC1=CC=C(OC2=CC=C(C=C2)C(C(F)(F)F)(C(F)(F)F)C2=CC=C(C=C2)OC2=CC=C(C=C2)N)C=C1 2,2-bis{4-(4-aminophenoxy)phenyl}-1,1,1,3,3,3-hexafluoropropane